[N-](S(=O)(=O)C(F)(F)F)S(=O)(=O)C(F)(F)F.C(C)N(CCCOC)CC N,N-diethyl-2-methoxyethyl-N-methylamine bistrifluoromethanesulfonimide salt